tin n-propanol C(CC)O.[Sn]